C(C)(=O)C=1C=C(C=CC1B=O)S(=O)(=O)NC(=O)C=1C=C(C(=O)O)C=CN1 2-(((3-acetyl-4-boroylphenyl)sulfonyl)carbamoyl)isonicotinic acid